FC(C(C(C(F)(F)F)(C(F)(F)F)F)(F)F)(N(C(C(C(C(F)(F)F)(C(F)(F)F)F)(F)F)(F)F)C(C(C(C(F)(F)F)(C(F)(F)F)F)(F)F)(F)F)F perfluorotriisopentyl-amine